CC1=C(C=CC=C1)C1=CC=CC=C1 o-methyl-biphenyl